C(C)N1N=C(C=2C[C@@H](CCC12)C(F)(F)F)C(=O)N[C@@H]1C(N(C2=C(OC1)C=CC=C2)C)=O (R)-1-ethyl-N-((S)-5-methyl-4-oxo-2,3,4,5-tetrahydrobenzo[b][1,4]oxazepin-3-yl)-5-(trifluoromethyl)-4,5,6,7-tetrahydro-1H-indazole-3-carboxamide